NN1C(=NC(=C1C(=O)N)C1=CC=C(C=C1)C(NC1=NC=CC(=C1)C)=O)[C@H]1NCCCC1 (S)-1-amino-4-(4-((4-methylpyridin-2-yl)carbamoyl)phenyl)-2-(piperidin-2-yl)-1H-imidazole-5-carboxamide